zirconium tri-sec-butoxide mono(ethylacetoacetate) C(C)CC(CC(=O)[O-])=O.CC([O-])CC.CC([O-])CC.CC([O-])CC.[Zr+4]